C12CN(CC2C1)C1=CN=CC(=N1)C=1N=NN(C1)C(C)C1=CC=C(C=N1)N1C[C@@H](CCC1)NCC1CCC1 (3R)-1-(6-(1-(4-(6-(3-azabicyclo[3.1.0]hexan-3-yl)pyrazin-2-yl)-1H-1,2,3-triazol-1-yl)ethyl)pyridin-3-yl)-N-(cyclobutylmethyl)piperidin-3-amine